trinormaldecyl trimellitate C(C=1C(C(=O)OCCCCCCCCCC)=CC(C(=O)OCCCCCCCCCC)=CC1)(=O)OCCCCCCCCCC